C(C)NC(C1=CC(=C(C=C1)NCC#CC=1N(C2=CC=CC(=C2C1)NC1CCC(CC1)N1CC2(COC2)C1)CC(F)(F)F)OC)=O N-ethyl-3-methoxy-4-{[3-(4-{[(1S,4S)-4-{2-oxa-6-azaspiro[3.3]heptan-6-yl}cyclohexyl]amino}-1-(2,2,2-trifluoroethyl)-1H-indol-2-yl)prop-2-yn-1-yl]amino}benzamide